FC=1C(=C(C=NC1)NC(OC(C)(C)C)=O)C=1CCN(CC1)C1COC1 tert-butyl (5-fluoro-1'-(oxetan-3-yl)-1',2',3',6'-tetrahydro-[4,4'-bipyridin]-3-yl)carbamate